CC1=C(C(=C(C1([Hf]C=1C(C2=CC=CC=C2C1)CC1=CC=CC=C1)C)C)C)C Pentamethylcyclopentadienyl-(1-benzylindenyl)hafnium